benzene-1,4-di-hydroxamic acid C1(=CC=C(C=C1)C(=O)NO)C(=O)NO